5-(4-oxa-7-azaspiro[2.5]octane-7-yl)pyrazole tert-butyl-4-(4-(chloromethyl)-2-((dimethoxyphosphoryl)methyl)phenoxy)piperidine-1-carboxylate C(C)(C)(C)OC(=O)N1CCC(CC1)OC1=C(C=C(C=C1)CCl)CP(=O)(OC)OC.C1CC12OCCN(C2)C2=CC=NN2